pivalamidopyrimidin C(C(C)(C)C)(=O)NC1=NC=CC=N1